(S)-6-((4-((2-hydroxy-1-phenylethyl)amino)-5-(5-(2-hydroxypropan-2-yl)-1,3,4-oxadiazol-2-yl)pyridin-2-yl)amino)-1-isopropyl-2-propyl-1,2-dihydro-3H-pyrazolo[3,4-b]pyridin-3-one OC[C@H](C1=CC=CC=C1)NC1=CC(=NC=C1C=1OC(=NN1)C(C)(C)O)NC1=CC=C2C(=N1)N(N(C2=O)CCC)C(C)C